FC(C(=O)O)(F)F.NC=1N=CC(=NC1C1=CN=CO1)C=1C=C(C=CC1C)C(CO)(C(F)(F)F)O 2-(3-(5-Amino-6-(oxazol-5-yl)pyrazin-2-yl)-4-methylphenyl)-3,3,3-trifluoropropane-1,2-diol trifluoroacetate salt